3-(2-((pentanoyloxy)methoxy)-2,2-diphenylacetoxy)spiro[bicyclo[3.2.1]octane-8,1'-pyrrolidin]-8-ium chloride [Cl-].C(CCCC)(=O)OCOC(C(=O)OC1CC2CCC(C1)[N+]21CCCC1)(C1=CC=CC=C1)C1=CC=CC=C1